C1(=CC=CC=C1)C(C(S(=O)(=O)C(F)(F)F)=IC1=CC=CC=C1)=O 1-phenyl-2-(phenyl-λ3-iodaneylidene)-2-((trifluoromethyl)sulfonyl)ethan-1-one